C1(CCCCCCCCN1)=O nonano-9-lactam